C(C(C)C)OC([C@@H](N)C)=O L-alanine isobutyl ester